(-)-malate C(C(O)CC(=O)[O-])(=O)[O-]